C(C)N(CC)CCN(CCOC(OC(CCCCCCCCC(=O)OCC(CCCCC)CCCCC)CCCCCC)=O)CCOC(CCCCCCCC)=O 2-Pentylheptyl 3-ethyl-12-hexyl-6-(2-(nonanoyloxy)ethyl)-10-oxo-9,11-dioxa-3,6-diazahenicosan-21-oate